N-((6-((4-chlorophenyl)amino)-2-morpholinopyrimidin-4-yl)methyl)isothiazole-4-carboxamide ClC1=CC=C(C=C1)NC1=CC(=NC(=N1)N1CCOCC1)CNC(=O)C=1C=NSC1